4-((2-((3R,4R)-3-Amino-4-fluoropiperidin-1-yl)-1H-benzo[d]imidazol-1-yl)methyl)benzonitril N[C@@H]1CN(CC[C@H]1F)C1=NC2=C(N1CC1=CC=C(C#N)C=C1)C=CC=C2